normal-butyldimethylamine C(CCC)N(C)C